C(C)(C)(C)OC(C[C@@H](NC1=NC(=CC=C1[N+](=O)[O-])Cl)C1=C(C=CC=C1OC(F)F)Br)=O.C(C)(=O)OC1=C2C(=CNC2=C(C(=C1)F)C)CCN(C)C 4-acetoxy-6-fluoro-7-methyl-3-(N,N-dimethylaminoethyl)indole tert-butyl-(R)-3-(2-bromo-6-(difluoromethoxy)phenyl)-3-((6-chloro-3-nitropyridin-2-yl)amino)propanoate